FC1=CC(=CC=2N(C(=NC21)C)C(C)C)C=2C=CN1N=C(N=CC12)N[C@@H]1CC[C@@H](CC1)N(C)C cis-N1-(5-(4-fluoro-1-isopropyl-2-methyl-1H-benzo[d]imidazol-6-yl)pyrrolo[2,1-f][1,2,4]triazin-2-yl)-N4,N4-dimethylcyclohexane-1,4-diamine